N4-(4-chlorophenyl)pyrimidine-2,4-diamine ClC1=CC=C(C=C1)NC1=NC(=NC=C1)N